(R)-3-(3-(5-amino-6-((1-(1-methylpiperidin-4-yl)-1H-pyrazol-4-yl)oxy)pyrazin-2-yl)-5-((R)-3-methylmorpholino)phenyl)tetrahydro-2H-pyran-3-ol NC=1N=CC(=NC1OC=1C=NN(C1)C1CCN(CC1)C)C=1C=C(C=C(C1)N1[C@@H](COCC1)C)[C@]1(COCCC1)O